Cl.N[C@@H](COC1=CC=C2C(CCO2)=C1C(=O)OC)CC1=CC=CC=C1 Methyl (R)-5-(2-amino-3-phenylpropoxy)-2,3-dihydrobenzofuran-4-carboxylate hydrochloride